(5'-phenyl-[1,1':3',1''-terphenyl]-4-yl)boronic acid C1(=CC=CC=C1)C=1C=C(C=C(C1)C1=CC=C(C=C1)B(O)O)C1=CC=CC=C1